C(#N)C=1C=CC=C2C(CCN(C12)C(=O)OC(C)(C)C)N1C(N(C2=NC(=NC=C2C1)S(=O)(=O)C)C)=O tertbutyl 8-cyano-4-(1-methyl-7-methylsulfonyl-2-oxo-4H-pyrimido[4,5-d]pyrimidin-3-yl)-3,4-dihydro-2H-quinoline-1-carboxylate